3,5-dimethylisoxazole-4-carbaldehyde CC1=NOC(=C1C=O)C